N1C=CC2=C(C=CC=C12)CNC(C1=CC=C(C=C1)NC(CSC=1NC=2C(=NC(=CC2)OC)N1)=O)=O N-[(1H-indol-4-yl)methyl]-4-{[(5-methoxy-1H-imidazo[4,5-b]pyridin-2-yl)thio]acetamido}benzamide